(S)-N-((1H-pyrrolo[3,2-c]pyridin-2-yl)methyl)-7-((3-(2-fluoro-4-methylphenoxy)benzoyl)glycyl)-1,4-dioxa-7-azaspiro[4.4]nonane-8-carboxamide N1C(=CC=2C=NC=CC21)CNC(=O)[C@H]2N(CC1(OCCO1)C2)C(CNC(C2=CC(=CC=C2)OC2=C(C=C(C=C2)C)F)=O)=O